C(C)(C)[Sn](OC(C)(C)C)(OC(C)(C)C)OC(C)(C)C isopropyltris(t-butoxy)tin